C(C)(C)(C)OC(=O)N1CCC(CC1)C(=O)N1[C@H](COC2=C(C1)C=CC(=C2)C(=O)OC)C Methyl (S)-4-(1-(tert-butoxycarbonyl)piperidine-4-carbonyl)-3-methyl-2,3,4,5-tetrahydrobenzo[f][1,4]oxazepine-8-carboxylate